N-[(3R)-4,4-difluoro-1-{5-(fluoromethyl)-5-[3-(2,4,6-trifluorophenyl)pyridin-2-yl]-4,5-dihydro-1,2-oxazol-3-yl}pyrrolidin-3-yl]methanesulfonamide FC1([C@@H](CN(C1)C1=NOC(C1)(C1=NC=CC=C1C1=C(C=C(C=C1F)F)F)CF)NS(=O)(=O)C)F